7-[(4R)-4-hydroxy-2-oxopyrrolidin-1-yl]-1-methyl-4-[4-methyl-4-(5-methyl-1,3-benzoxazol-2-yl)piperidin-1-yl]-2-oxo-1,2-dihydroquinoline-3-carbonitrile O[C@@H]1CC(N(C1)C1=CC=C2C(=C(C(N(C2=C1)C)=O)C#N)N1CCC(CC1)(C=1OC2=C(N1)C=C(C=C2)C)C)=O